C(=O)=C1C(=CC(=NN1)C=1C(NC(NC1)=O)=O)[C@@H]1[C@H](C1)C(F)(F)F 5-(6-carbonyl-5-((1S,2S)-2-(trifluoromethyl)cyclopropyl)-1,6-dihydropyridazin-3-yl)pyrimidine-2,4(1H,3H)-dione